N-(2-(dimethylphosphoryl)-4-(3-ethyl-1H-pyrrol-5-yl)phenyl)acetamide CP(=O)(C)C1=C(C=CC(=C1)C1=CC(=CN1)CC)NC(C)=O